C(C)(C)[C@@H]1[C@H](C[C@H](CC1)C)OCC(=O)N[C@@H](CC1=CC=CC=C1)C(=O)OC Methyl (2-(((1S,2R,5S)-2-isopropyl-5-methylcyclohexyl)oxy)acetyl)-L-phenylalaninate